((2S,3R,4R)-4-(3,4-dimethoxybenzyl)-2-(4-fluorophenyl)tetrahydrofuran-3-yl)-methyl-3-methylbutanoate COC=1C=C(C[C@@H]2[C@@H]([C@H](OC2)C2=CC=C(C=C2)F)C(C(=O)[O-])(C(C)C)C)C=CC1OC